C(CCCCCCC\C=C/C\C=C/CCCCC)(=O)OCC(C(C(=O)OCC1=C(C(=CC=C1)[C@H](C)C=1N=CN(C1)C(=O)OC(C)(C)C)C)CC)CC=1N(C=NC1)C 4-({3-[(1S)-1-[1-(tert-butoxycarbonyl)imidazol-4-yl] ethyl]-2-methylphenyl}-methoxy)-3-ethyl-2-[(3-methylimidazol-4-yl)methyl]-4-oxobutyl (9Z,12Z)-octadeca-9,12-dienoate